COS(=O)(=O)[O-].C(CCCCCCCCCCCCCCCCC)(=O)OCC[N+](C)(CCO)CCOC(CCCCCCCCCCCCCCCCC)=O N,N-bis(stearoyl-oxyethyl)N-(2-hydroxyethyl)N-methyl-ammonium methylsulfate